OCCN(CCCCCCCC(=O)OCCCC(CCCCC)CCCCC)CCCCCCCC(=O)OCCCC(CCCCC)CCCCC bis(4-pentylnonyl) 8,8'-((2-hydroxyethyl) azanediyl)dioctanoate